6-(1,2,3,6-tetrahydropyridin-4-yl)imidazo[1,2-a]pyridine N1CCC(=CC1)C=1C=CC=2N(C1)C=CN2